resorcinol (O-sulfate) S(=O)(=O)(O)OC1=CC(O)=CC=C1